FS(=O)(=O)OC1=CC=C(C=C1)C=1N=C2N(C=CC(=C2)C2=CC=CC=C2)C1NC1=CC=C(C(=O)O)C=C1 4-((2-(4-((Fluorosulfonyl)oxy)phenyl)-7-phenylimidazo[1,2-a]pyridin-3-yl)amino)benzoic acid